ethyl 2-[(methanesulfonyl)oxy]-3-[4-(2,2,3,3-tetrafluoropropoxy)phenyl]propanoate ethyl-2-hydroxy-3-[4-(2,2,3,3-tetrafluoropropoxy)phenyl]propanoate C(C)OC(C(CC1=CC=C(C=C1)OCC(C(F)F)(F)F)O)=O.CS(=O)(=O)OC(C(=O)OCC)CC1=CC=C(C=C1)OCC(C(F)F)(F)F